5'-(4-fluorophenyl)-3'-(2,2,2-trifluoroethyl)-N-(4-(3,4,5-trimethylpiperazine-1-yl)phenyl)-1H,3'H-[2,4'-biimidazole]-4-carboxamide FC1=CC=C(C=C1)C1=C(N(C=N1)CC(F)(F)F)C=1NC=C(N1)C(=O)NC1=CC=C(C=C1)N1CC(N(C(C1)C)C)C